4-(trifluoromethyl)piperidin FC(C1CCNCC1)(F)F